2-((4-hydroxyphenyl)thio)-2-methylpropanoic acid methyl ester COC(C(C)(C)SC1=CC=C(C=C1)O)=O